N-[2-(2,4-dimethylphenyl)-2,2-difluoroethyl]-5,6,7,8-tetrahydrocinnoline-4-carboxamide CC1=C(C=CC(=C1)C)C(CNC(=O)C1=CN=NC=2CCCCC12)(F)F